C(C)C=1C(=C(C(=C(N)C1)OC)F)N1CCC(CC1)N1CCN(CC1)C 5-ethyl-3-fluoro-2-methoxy-4-(4-(4-methylpiperazin-1-yl)piperidin-1-yl)aniline